1-(indol-5-yl)ethan-1-one N1C=CC2=CC(=CC=C12)C(C)=O